C[C@@H]1CC[C@@]2(C(OC(C2=C1)CC(=O)OCC1=CC=CC=C1)=O)CCC Benzyl 2-((3aS,6R)-6-methyl-3-oxo-3a-propyl-1,3,3a,4,5,6-hexahydroisobenzofuran-1-yl)acetate